C(C)S(=O)C=1C(=NC=CC1)C1=NC=2C(=NC=C(C2)SC(F)(F)F)N1C 2-(3-ethylsulfinyl-pyridin-2-yl)-3-methyl-6-trifluoromethylsulfanyl-3H-imidazo[4,5-b]pyridine